5-(pyridin-2-yl)-N-(3-(6-(trifluoromethoxy)-1H-imidazo[4,5-c]pyridin-2-yl)phenyl)pyrazin-2-amine N1=C(C=CC=C1)C=1N=CC(=NC1)NC1=CC(=CC=C1)C=1NC2=C(C=NC(=C2)OC(F)(F)F)N1